BrC=1C=CC=C2C(=CN(C12)C)NC(OCC1=CC=CC=C1)=O Benzyl 7-bromo-1-methyl-1H-indol-3-ylcarbamate